4-amino-N'-(cyclopropanecarbonyl)-7-fluoro-N'-methyl-N-(2,4,5-trifluorobenzyl)imidazo[1,5-a]quinoxaline-8-carbohydrazide NC=1C=2N(C3=CC(=C(C=C3N1)F)C(=O)N(N(C)C(=O)C1CC1)CC1=C(C=C(C(=C1)F)F)F)C=NC2